ethyl 2-(4-(2-bromoacetyl) phenyl)-2-methylpropionate BrCC(=O)C1=CC=C(C=C1)C(C(=O)OCC)(C)C